N-(4-(6-chlorobenzo[d]oxazol-2-yl)phenyl)-4-fluorobenzenesulfonamide ClC1=CC2=C(N=C(O2)C2=CC=C(C=C2)NS(=O)(=O)C2=CC=C(C=C2)F)C=C1